C(CCC)[C@@]1(CS(C2=C(N(C1)C1=CC=CC=C1)C=C(C(=C2)O\C=C(\C(=O)OCC)/F)SC)(=O)=O)C ethyl (S)-(Z)-3-((3-butyl-3-methyl-7-(methylthio)-1,1-dioxido-5-phenyl-2,3,4,5-tetrahydro-1,5-benzothiazepin-8-yl)oxy)-2-fluoroacrylate